BrCC=1C=C(C(=NC1)OCC1=NC=C(C=C1)OC)OC 5-(bromomethyl)-3-methoxy-2-((5-methoxypyridin-2-yl)methoxy)pyridine